C(C)SCCCS 3-Mercaptopropyl Ethyl Sulfide